C(C)(C)N1OC2(CCCC2)C2C1C(CC(C2)C)C 1-Isopropyl-5,7-dimethylhexahydro-1H-spiro[benzo[c]isoxazol-3,1'-cyclopentan]